Oxathiolan C1[C@@H](O[C@@H](S1)CO)N2C=C(C(=NC2=O)N)F